6-oxa-2-azaspiro[3.4]octane-2-carboxamide C1N(CC12COCC2)C(=O)N